2,3-dihydro-3,5-diphenylacetoxy-6-methyl-4H-pyran-4-one C1(=CC=CC=C1)C1C(OC(=C(C1=O)C1=CC=CC=C1)C)OC(C)=O